ClC1=C(C=CC=C1B1OC(C(O1)(C)C)(C)C)NC(=O)C1=NN2C([C@H](CCC2)N2C[C@@H](CC2)C(=O)OC(C)C)=C1 isopropyl (3R)-1-[(4S)-2-[[2-chloro-3-(4,4,5,5-tetramethyl-1,3,2-dioxaborolan-2-yl)phenyl]carbamoyl]-4,5,6,7-tetrahydropyrazolo[1,5-a]pyridin-4-yl]pyrrolidine-3-carboxylate